C(C)(C)S(=O)(=O)C1=NN(C=C1C=1C(=NC(=NC1)N)N)C(C)C (3-(isopropylsulfonyl)-1-isopropyl-1H-4-pyrazolyl)-2,4-diaminopyrimidine